FC(C=1C=CC(=NC1)N1N=C(C=C1)NC=1C=CC=NC1)(F)F 5-((1-(5-(trifluoromethyl)pyridin-2-yl)-1H-pyrazol-3-yl)amino)pyridine